N1CCC(CC1)C(=O)OC(C(CCCC)NC([C@@H](CCCC(F)(F)F)NC([C@@H](CC1=CC=CC=C1)N)=O)=O)=O [2-[[(2R)-2-[[(2R)-2-amino-3-phenyl-propionyl] amino]-6,6,6-trifluoro-hexanoyl] amino] hexanoyl] piperidine-4-carboxylate